C(CC)[Sn](N(CC)CC)(N(CC)CC)N(CC)CC n-propyltris(diethylamino)tin